(2S,6R)-2,6-dimethyl-4-(3-(3-(1-methyl-1H-indazol-6-yl)-1,4-dihydrothieno[2',3':4,5]cyclopenta[1,2-c]pyrazol-6-yl)benzyl)morpholine C[C@H]1CN(C[C@H](O1)C)CC1=CC(=CC=C1)C1=CC2=C(CC3=C2NN=C3C3=CC=C2C=NN(C2=C3)C)S1